O.NC1=NC(=C(C(=N1)O)F)O 2-amino-5-fluoro-pyrimidine-4,6-diol hydrate